NC=1C(=C(C(=O)OCC)C(=C(C1)Cl)F)OCCCCl Ethyl 3-amino-5-chloro-2-(3-chloropropoxy)-6-fluorobenzoate